NC1=NC(=NN1S(=O)(=O)C1=CC=CC2=CC(=CC=C12)C=CC#N)NC=1C=C(C(C#N)=CC1)C#N 4-((5-Amino-1-((6-(2-cyanovinyl)naphthalen-1-yl)sulfonyl)-1H-1,2,4-triazol-3-yl)amino)phthalonitrile